NC[C@H](O)[C@@H](O)[C@@H](O)[C@H](O)CO 1-amino-1-deoxy-galactitol